Dispiro[isochromane-1,1'-cyclohexane-3',2''-[1,3]dioxolane] O1C2(OCC1)CC1(CCC2)OCCC2=CC=CC=C21